Benzyl 4-[3-[(1R)-1-aminoethyl]-5-methoxy-phenyl]thiophene-2-carboxylate hydrochloride salt Cl.N[C@H](C)C=1C=C(C=C(C1)OC)C=1C=C(SC1)C(=O)OCC1=CC=CC=C1